1-hydroxy-4-methyl-6-isopropyl-pyridin-2-one ON1C(C=C(C=C1C(C)C)C)=O